6H-cyclopenta[b]thiophene-3-carboxylic acid S1C2=C(C(=C1)C(=O)O)C=CC2